methyl 4-[[2-(2-fluoro-5-methoxy-phenyl)acetyl]amino]pyridine-2-carboxylate FC1=C(C=C(C=C1)OC)CC(=O)NC1=CC(=NC=C1)C(=O)OC